2,2-dimethyl-4-(3-methyl-2-oxo-1,3-benzooxazol-6-yl)-N-(2-phenylethyl)piperazine-1-carboxamide CC1(N(CCN(C1)C1=CC2=C(N(C(O2)=O)C)C=C1)C(=O)NCCC1=CC=CC=C1)C